3-(1-(3-isopropoxyphenyl)pyrrolidin-2-yl)benzoic acid C(C)(C)OC=1C=C(C=CC1)N1C(CCC1)C=1C=C(C(=O)O)C=CC1